FC1=C(N=C2[C@H]3C([C@@H](CC2=C1C1=C(C=CC(=C1)O)C)C3)(C)C)N3CC1(CN(C1)C(C=C)=O)CC3 (M)-1-(6-((1R,9R)-5-fluoro-6-(5-hydroxy-2-methylphenyl)-10,10-dimethyl-3-azatricyclo[7.1.1.02,7]undeca-2,4,6-trien-4-yl)-2,6-diazaspiro[3.4]octan-2-yl)-2-propen-1-one